NC1=CC(=C2C(N(CCCCC[C@@](C3=NN=C(C1=N2)O3)(C(F)(F)F)O)CC3=CC=C(C=C3)OC(C)C)=O)C(F)(F)F (6R)-17-amino-6-hydroxy-12-[(4-isopropoxyphenyl)methyl]-6,15-bis(trifluoromethyl)-19-oxa-3,4,12,18-tetrazatricyclo[12.3.1.12,5]nonadeca-1(18),2,4,14,16-pentaen-13-one